2-(6-Bromo-1-(cyclopropylmethyl)-1H-indol-2-yl)-3-methylpyrazolo[1,5-a]pyridine-6-carboxylic acid BrC1=CC=C2C=C(N(C2=C1)CC1CC1)C1=NN2C(C=CC(=C2)C(=O)O)=C1C